[I-].ClC1=[N+](C=CC=C1)C 2-chloro-N-methyl-pyridinium iodide